O1C2=C(OCC1)C=C(C=C2)C2NC(CC2(C(=O)O)SC2=CC=C(C=C2)C)=O 2-(2,3-dihydrobenzo[b][1,4]dioxin-6-yl)-5-oxo-3-(p-tolylthio)-pyrrolidine-3-carboxylic acid